Cl.ClCCC[NH+](C)C 3-chloropropyl-N,N-dimethylammonium hydrochloride